[N+](=O)([O-])C=1C(=CC(=NC1)C(F)(F)F)O 5-nitro-2-(trifluoromethyl)pyridin-4-ol